C[O-].CN(C)[NH+](C)C (dimethylamino)-N,N-dimethyl-ammonium methoxide